(R)-6-((1-ethylpiperidin-3-yl)amino)-3-(4-hydroxybenzo[b]thiophene-5-yl)-4-(methyl-d3)-1,2,4-triazine-5(4H)-one C(C)N1C[C@@H](CCC1)NC=1C(N(C(=NN1)C1=C(C2=C(SC=C2)C=C1)O)C([2H])([2H])[2H])=O